C1N(CCC2=CC=CC=C12)C[C@@H]1[C@H](OC(O1)(C)C)CN ((4R,5R)-5-((3,4-dihydroisoquinolin-2(1H)-yl)methyl)-2,2-dimethyl-1,3-dioxolan-4-yl)methanamine